4-(4-(1-ethyl-4-(trifluoromethyl)-1H-imidazol-2-yl)benzyl)-2-(1-isopropyl-4-methyl-1H-pyrazol-5-yl)-6,7-dihydropyrazolo[1,5-a]pyrimidin-5(4H)-one C(C)N1C(=NC(=C1)C(F)(F)F)C1=CC=C(CN2C=3N(CCC2=O)N=C(C3)C3=C(C=NN3C(C)C)C)C=C1